C[Si](C)(C)N1[SiH2]CCC1 (trimethyl-silyl)-1-aza-2-silacyclopentane